4-(2-oxo-6-{4-[4-(propan-2-yl)piperazin-1-yl]phenyl}-1,2-dihydroquinolin-3-yl)benzoic acid O=C1NC2=CC=C(C=C2C=C1C1=CC=C(C(=O)O)C=C1)C1=CC=C(C=C1)N1CCN(CC1)C(C)C